4-(4-Ethyl-2,5-dioxoimidazolidin-4-yl)benzoic acid C(C)C1(NC(NC1=O)=O)C1=CC=C(C(=O)O)C=C1